C(C)C1=C(C=CC=C1)CC=1C(=C(C=CC1)O)CC1=C(C=CC=C1)CC di((ethylphenyl)methyl)phenol